ClC=1C=C(C=CC1)N[C@H](CC(C)C)C(=O)N1[C@@H]2CC([C@H]([C@H]1C(=O)N[C@H](C[C@H]1C(NCCC1)=O)C#N)CC2)(F)F (1S,3S,4S)-2-((3-chlorophenyl)-D-leucyl)-N-((R)-1-cyano-2-((S)-2-oxopiperidin-3-yl)ethyl)-5,5-difluoro-2-azabicyclo[2.2.2]octane-3-carboxamide